tert-Butyl (S)-(4-(2-chloro-6-methoxybenzamido)-4-(5-(3-nitrophenyl)oxazol-2-yl)butyl)carbamate ClC1=C(C(=O)N[C@@H](CCCNC(OC(C)(C)C)=O)C=2OC(=CN2)C2=CC(=CC=C2)[N+](=O)[O-])C(=CC=C1)OC